N-[1-[5-bromo-2-(5-cyano-2-pyridyl)-1,2,4-triazol-3-yl]ethyl]-3-(1-cyanocyclopropyl)-5-(trifluoromethyl)benzamide BrC=1N=C(N(N1)C1=NC=C(C=C1)C#N)C(C)NC(C1=CC(=CC(=C1)C(F)(F)F)C1(CC1)C#N)=O